2,2'-azo-bis[2-methylpropionamidine] dihydrochloride Cl.Cl.N(=NC(C(=N)N)(C)C)C(C(=N)N)(C)C